O1C2=C(NCC1)C=CC=C2[C@H]2CN(CC2)C(=O)OC(C)(C)C tert-butyl (S)-3-(3,4-dihydro-2H-benzo[b][1,4]oxazin-8-yl)pyrrolidine-1-carboxylate